FC(C(=O)O)(F)F.COC1=CC=C(C=N1)CNC[C@H]1CNCCC1 (R)-1-(6-Methoxypyridin-3-yl)-N-(piperidin-3-ylmethyl)methanamine trifluoroacetate